NC1=NC=2C=CC(=CC2C2=C1COC2)C(=O)N(C(C)C)CC=2C=NC(=CC2)C2CC2 4-amino-N-((6-cyclopropyl-3-pyridinyl)methyl)-N-(2-propanyl)-1,3-dihydrofuro[3,4-c]quinoline-8-carboxamide